N-methyl-4-(7-methyl-5-oxo-3-(prop-2-yn-1-yl)-6,7,8,9-tetrahydropyrazolo[1,5-a]pyrido[4,3-e]pyrimidin-4(5H)-yl)benzamide trifluoroacetic acid salt FC(C(=O)O)(F)F.CNC(C1=CC=C(C=C1)N1C=2N(C3=C(C1=O)CC(NC3)C)N=CC2CC#C)=O